6-[4-[Acetyl-(cyclopropylmethyl)amino]-3-methyl-phenyl]-N-[(2-methyl-3-pyridinyl)methyl]pyridine-3-carboxamide C(C)(=O)N(C1=C(C=C(C=C1)C1=CC=C(C=N1)C(=O)NCC=1C(=NC=CC1)C)C)CC1CC1